2-CHLORO-5-TRIFLUOROMETHYL-PYRIDINE Europium-molybdenum [Mo].[Eu].ClC1=NC=C(C=C1)C(F)(F)F